2-hydroxyethyl 2-(4-chlorophenyl)-4-methylazole-5-carboxylate ClC1=CC=C(C=C1)C=1NC(=C(C1)C)C(=O)OCCO